6-phenylheptanoic acid C1(=CC=CC=C1)C(CCCCC(=O)O)C